N[C@H](C)C=1C=C(C=C2C(N3C(=NC12)C=1C=CC(=NC1CC3)OC)=O)F 12-[(1R)-1-aminoethyl]-10-fluoro-3-methoxy-5,6-dihydro-1,6-naphthyridino[5,6-b]quinazolin-8-one